C(N)(=O)C1=CC=C(C=C1)[C@H](C1=CC=C(C(=O)O)C=C1)OC1=CC=C2C(CCOC2=C1C(C)C)=O (R)-4-((4-carbamoylphenyl)((8-isopropyl-4-oxochroman-7-yl)oxy)methyl)benzoic acid